2-(3-ethyl-2,6-dioxopiperidin-3-yl)-5-hydroxyisoindoline-1,3-dione C(C)C1(C(NC(CC1)=O)=O)N1C(C2=CC=C(C=C2C1=O)O)=O